(R)-N-(1-cyclopropylethyl)-5-(1-(3,3-difluorocyclobutyl)-2-methyl-1H-imidazo[4,5-b]pyridin-6-yl)pyrrolo[2,1-f][1,2,4]triazin-2-amine C1(CC1)[C@@H](C)NC1=NN2C(C=N1)=C(C=C2)C=2C=C1C(=NC2)N=C(N1C1CC(C1)(F)F)C